N-(4-(4-amino-1-methyl-7-(1-(tetrahydro-2H-pyran-4-yl)-1H-pyrazol-4-yl)-1H-pyrazolo[4,3-c]pyridin-3-yl)-2-((4-fluorobenzyl)oxy)phenyl)-1,1-difluoromethane-sulfonamide NC1=NC=C(C2=C1C(=NN2C)C2=CC(=C(C=C2)NS(=O)(=O)C(F)F)OCC2=CC=C(C=C2)F)C=2C=NN(C2)C2CCOCC2